C(CCNC([C@@H](O)C(C)(C)CO)=O)(=O)O.[Ca] calcium D-(+)-pantothenic acid